(2-aminopropane-1,3-diyl)bis(oxy)dipropionic acid NC(COCCC(=O)O)COCCC(=O)O